tert-butyl 6-[8-(1,3-benzothiazol-2-ylcarbamoyl)-3,4-dihydro-1H-isoquinolin-2-yl]-3-[2-methyl-3-(7-oxoheptoxy)phenyl]pyridine-2-carboxylate S1C(=NC2=C1C=CC=C2)NC(=O)C=2C=CC=C1CCN(CC21)C2=CC=C(C(=N2)C(=O)OC(C)(C)C)C2=C(C(=CC=C2)OCCCCCCC=O)C